O=C1N(C(C=C1)=O)CCC(=O)NCCSSC(CCC(=O)N([C@@H](C)C(=O)[O-])C)(C)C N-(4-((2-(3-(2,5-dioxo-2,5-dihydro-1H-pyrrol-1-yl)propanamido)ethyl)disulfanyl)-4-methylpentanoyl)-N-methyl-L-alaninate